2-[3-(9-borabicyclo[3.3.1]nonan-9-yl)propyl]isoindoline-1,3-dione C12CCCC(CCC1)B2CCCN2C(C1=CC=CC=C1C2=O)=O